COC1=CC=C(C=C1)C(C(=O)O)=C (4-Methoxy-phenyl)-acrylic acid